C(C)(C)(C)OC([C@@H](CC#CC1=CC=CC=C1)N=C(C1=CC=CC=C1)C1=CC=CC=C1)=O (R)-2-([diphenylmethylene]amino)-5-phenylpent-4-ynoic acid tert-butyl ester